5-{7-[1-(2-cyclopropylethyl)-2,5-dihydro-1H-pyrrol-3-yl]-1-fluoro-3-hydroxynaphthalen-2-yl}-1λ6,2,5-thiadiazolidine-1,1,3-trione C1(CC1)CCN1CC(=CC1)C1=CC=C2C=C(C(=C(C2=C1)F)N1CC(NS1(=O)=O)=O)O